C(C)(=O)O[C@H]1[C@@H]([C@H]([C@H](OC(C)C)O[C@@H]1COCC1=CC=CC=C1)N1C(C2=CC=CC=C2C1=O)=O)OCC1=CC=CC=C1 isopropyl 4-O-acetyl-3,6-di-O-benzyl-2-deoxy-2-(1,3-dioxo-1,3-dihydro-2H-isoindol-2-yl)-β-D-Glucopyranoside